((7-methoxy-1,2,3,4-tetrahydroisoquinolin-6-yl)amino)-5-((2-(methoxymethyl)phenyl)amino)-1,2,4-triazine-6-carboxamide COC1=C(C=C2CCNCC2=C1)NC=1N=NC(=C(N1)NC1=C(C=CC=C1)COC)C(=O)N